FC1CCC=2C1=NC1=C(C2NC(=O)N=S(=O)(N)C2=CN=C(S2)C(C)(C)O)CCC1 N'-((3-fluoro-1,2,3,5,6,7-hexahydrodicyclopenta[b,e]pyridin-8-yl)carbamoyl)-2-(2-hydroxy-propan-2-yl)thiazole-5-sulfonimidamide